C(C1=CC=CC=C1)OC(N[C@H](CC=O)CC)=O (S)-(1-ETHYL-3-OXO-PROPYL)-CARBAMIC ACID BENZYL ESTER